BrC1=NC(=CC(=C1)OC([2H])([2H])[2H])Br 2,6-dibromo-4-(methoxy-d3)pyridine